Dimethylphosphoryl-5-fluoro-N-(2-fluoro-4-iodophenyl)pyridin-3-amine CP(=O)(C)C1=NC=C(C=C1NC1=C(C=C(C=C1)I)F)F